NC1=C(SC(=C1C1=C(C(=CC=C1)F)F)Cl)S(=O)(=O)NC(C)(C)C 3-amino-N-tert-butyl-5-chloro-4-(2,3-difluorophenyl)thiophene-2-sulfonamide